C(CCCCC(=O)O)(=O)O.O=C1CCC(CC1)C(C)(C)C1CCC(CC1)=O 2,2-bis(4-oxocyclohexyl)propane adipate